trans-2-((4-(4-(4-Chlorophenyl)-5-isopropyl-4H-1,2,4-triazol-3-yl)cyclohexyl)oxy)pyridin ClC1=CC=C(C=C1)N1C(=NN=C1C(C)C)[C@@H]1CC[C@H](CC1)OC1=NC=CC=C1